5-cyclopropyl-3-(2,6-difluorophenyl)-4-(((3,3-difluoropiperidin-4-yl)oxy)methyl)isoxazole C1(CC1)C1=C(C(=NO1)C1=C(C=CC=C1F)F)COC1C(CNCC1)(F)F